malonic acid-N-(pinan-10-yl) amide C12C(CCC(C1(C)C)C2)CNC(CC(=O)O)=O